ClC1=NC(=C2C(=N1)N(N=C2)[C@@H]2[C@H]([C@H]([C@@H](O2)CO[C@](C(=O)O)(COC)P(=O)(O)O)O)O)NC2CCCC2 |&1:17| rac-(R)-2-(((2S,3R,4S,5S)-5-(6-chloro-4-(cyclopentylamino)-1H-pyrazolo[3,4-d]pyrimidin-1-yl)-3,4-dihydroxytetrahydrofuran-2-yl)methoxy)-3-methoxy-2-phosphonopropanoic acid